O=C1NC(CCC1N1C(C2=CC=C(C=C2C1=O)CN1CCN(CC1)C=1SC(=CC1)C)=O)=O 2-(2,6-dioxopiperidin-3-yl)-5-((4-(5-methylthiophen-2-yl)piperazin-1-yl)methyl)isoindoline-1,3-dione